CN1N=CC(=C1)C1=NN2C(=NC=3C(=CC=CC3C2=N1)SC(C)C)NC=1C(N=CC=CC1)=O (3R)-3-({2-(1-methyl-1H-pyrazol-4-yl)-7-[(prop-2-yl)thio][1,2,4]triazolo[1,5-c]quinazolin-5-yl}amino)azepin-2-one